CN1N=CC(=C1)C1=CC2=C(O[C@@H](CN2)[C@@H](C2=CC=CC=C2)NCCC=2C=C(C#N)C=CC2)N=C1 3-(2-(((R)-((S)-7-(1-methyl-1H-pyrazol-4-yl)-2,3-dihydro-1H-pyrido[2,3-b][1,4]oxazin-3-yl)(phenyl)methyl)amino)ethyl)benzonitrile